(4-fluorobicyclo[2.2.1]heptan-1-yl)((2S,5S)-9-((triisopropylsilyl)ethynyl)-2,3-dihydro-2,5-methanopyrido[3,4-f][1,4]oxazepin-4(5H)-yl)methanone FC12CCC(CC1)(C2)C(=O)N2C[C@H]1OC3=C([C@@H]2C1)C=NC=C3C#C[Si](C(C)C)(C(C)C)C(C)C